N-(adamantan-1-yl)-2-((6-(2-((tert-butyldiphenylsilyl)oxy)ethoxy)-2-(methylthio)pyrimidin-4-yl)oxy)acetamide C12(CC3CC(CC(C1)C3)C2)NC(COC2=NC(=NC(=C2)OCCO[Si](C2=CC=CC=C2)(C2=CC=CC=C2)C(C)(C)C)SC)=O